(4-Chloro-3-(5-(2-methyl-[1,1'-biphenyl]-3-yl)-1,3,4-oxadiazol-2-yl)benzyl)aminoethanol ClC1=C(C=C(CNC(C)O)C=C1)C=1OC(=NN1)C=1C(=C(C=CC1)C1=CC=CC=C1)C